4-((2-Aminoethyl)amino)-2-(2,6-dioxopiperidin-3-yl)isoindoline-1,3-dione trifluoroacetate salt FC(C(=O)O)(F)F.NCCNC1=C2C(N(C(C2=CC=C1)=O)C1C(NC(CC1)=O)=O)=O